C(=O)(O)COC1=C(C=C(C=C1)C=CC(=O)O)OC (3-[4-(carboxymethoxy)-3-methoxyphenyl])Acrylic acid